4-methoxy-N-(1-phenyl-2-(phenylthio)-1-(pyridin-2-yl)ethyl)aniline (8Z,10E)-8,10-dodecadienyl-acetate C(CCCCCC\C=C/C=C/C)CC(=O)O.COC1=CC=C(NC(CSC2=CC=CC=C2)(C2=NC=CC=C2)C2=CC=CC=C2)C=C1